ethyl (E)-3-(2-((benzyloxy)methyl)-5-((2-hydroxyethyl)amino)-3-oxo-2,3-dihydropyridazin-4-yl)acrylate C(C1=CC=CC=C1)OCN1N=CC(=C(C1=O)/C=C/C(=O)OCC)NCCO